NCC1(CCN(CC1)C1=CN=C2C(=N1)NN=C2C2=C(C(=NC=C2)N)Cl)C 4-(6-(4-(Aminomethyl)-4-methylpiperidin-1-yl)-1H-pyrazolo[3,4-b]pyrazin-3-yl)-3-chloro-pyridin-2-amine